barium tin germanic acid [GeH](=O)O.[Sn].[Ba]